COC=1C=C2C(=CC=NC2=CC1OC)OC1=C(C=C(C=C1)NC(=O)C=1C(C(=C2N(CCNC2=O)C1)C1=CC=C(C=C1)F)=O)F N-(4-((6,7-dimethoxyquinolin-4-yl)oxy)-3-fluorophenyl)-9-(4-fluorophenyl)-1,8-dioxo-1,3,4,8-tetrahydro-2H-pyrido[1,2-a]pyrazine-7-carboxamide